FC1(CC(C1)(S(=O)(=O)C1=CC(=CC=C1)F)C1N(CCCC1)C(=O)NC1=CN=NC=C1)F (3,3-difluoro-1-((3-fluorophenyl)sulfonyl)cyclobutyl)-N-(pyridazin-4-yl)piperidine-1-carboxamide